4-((4-FLUOROBENZYL)AMINO)-N-(2-(INDOLIN-1-YL)PROPYL)BENZENESULFONAMIDE FC1=CC=C(CNC2=CC=C(C=C2)S(=O)(=O)NCC(C)N2CCC3=CC=CC=C23)C=C1